N-(4-ACETAMIDOPHENYL)-3-(PYRIDIN-2-YLETHYNYL)BENZAMIDE C(C)(=O)NC1=CC=C(C=C1)NC(C1=CC(=CC=C1)C#CC1=NC=CC=C1)=O